N1C=CC2=C(C=CC=C12)NC=1N=CNC(C1C(=O)NC1=CC=C(C=C1)N1CCN(CC1)C)=O 4-((1H-Indol-4-yl)amino)-N-(4-(4-methylpiperazin-1-yl)phenyl)-6-oxo-1,6-dihydropyrimidine-5-carboxamide